(1-((4-(6-(2,6-dimethylmorpholino)pyridin-2-yl)thiazol-2-yl)amino)-3-methoxy-1-oxopropan-2-yl)-1-(methylsulfonyl)-1H-pyrrole-3-carboxamide CC1OC(CN(C1)C1=CC=CC(=N1)C=1N=C(SC1)NC(C(COC)C=1N(C=CC1C(=O)N)S(=O)(=O)C)=O)C